8-(trans-4-aminocyclohexoxy)-N7-(2-methoxyethyl)-N7-methyl-spiro[6H-benzo[h]quinazoline-5,1'-cyclopentane]-4,7-diamine N[C@@H]1CC[C@H](CC1)OC1=CC=C2C(CC3(CCCC3)C=3C(=NC=NC23)N)=C1N(C)CCOC